ClC=1C=C(C=CC1F)NC(=O)C=1N(C2=CC=C(C=C2C1)NC(C1=C(C=CC(=C1)CNC(C(C)C)=O)Cl)=O)CCOC N-(3-chloro-4-fluorophenyl)-5-(2-chloro-5-(isobutyrylaminomethyl)benzoylamino)-1-(2-methoxyethyl)-1H-indole-2-carboxamide